2-FLUORO-3-ISOBUTOXYPHENYLBORONIC ACID FC1=C(C=CC=C1OCC(C)C)B(O)O